(±)-6-(3-((2-(Trifluoromethyl)phenoxy)methyl)pyrrolidin-1-yl)picolinic acid FC(C1=C(OC[C@H]2CN(CC2)C2=CC=CC(=N2)C(=O)O)C=CC=C1)(F)F |r|